CC1N(CC=2C=C(C=NC2C1)C(F)(F)F)C(=O)OC(C)(C)C Tert-butyl 7-methyl-3-(trifluoromethyl)-7,8-dihydro-5H-1,6-naphthyridine-6-carboxylate